tert-Butyl 3-(cyanomethyl)-3-(4-(4,4,5,5-tetramethyl-1,3,2-dioxaborolan-2-yl)-1H-pyrazol-1-yl)azetidine-1-carboxylate C(#N)CC1(CN(C1)C(=O)OC(C)(C)C)N1N=CC(=C1)B1OC(C(O1)(C)C)(C)C